NC1=CC(=C2NC(CCCCC[C@](C3=NN=C(C1=N2)O3)(O)C(F)(F)F)C3CC3)C(F)(F)F (6R)-17-amino-12-cyclopropyl-6,15-bis(trifluoromethyl)-19-oxa-3,4,13,18-tetraazatricyclo[12.3.1.12,5]nonadeca-1(18),2,4,14,16-penta-en-6-ol